FC1=C(C=CC(=C1)F)C1=CC(=NO1)C(=O)NCC(C)(C=1SC=C(N1)C(F)(F)F)C=1C=NN(C1)C 5-(2,4-difluorophenyl)-N-[2-(1-methylpyrazol-4-yl)-2-[4-(trifluoromethyl)thiazol-2-yl]propyl]isoxazole-3-carboxamide